N-((R)-(4-Fluorophenyl)((S)-2-(hydroxymethyl)pyrrolidin-1-yl)((2,4,4-trimethylpentan-2-yl)imino)-λ6-sulfaneylidene)-4-nitrobenzenesulfonamide FC1=CC=C(C=C1)[S@@](=NS(=O)(=O)C1=CC=C(C=C1)[N+](=O)[O-])(=NC(C)(CC(C)(C)C)C)N1[C@@H](CCC1)CO